7-(6-cyano-1-(2-isopropyl-4-methylpyridin-3-yl)-7-(2-methoxyphenyl)-2-oxo-1,2-Dihydropyrido[2,3-d]pyrimidin-4-yl)-2,7-diazaspiro[3.5]nonane-2-carboxylate C(#N)C1=CC2=C(N(C(N=C2N2CCC3(CN(C3)C(=O)[O-])CC2)=O)C=2C(=NC=CC2C)C(C)C)N=C1C1=C(C=CC=C1)OC